NC1CN(C=2N(C1)N=CC2C2=CC=C(C=C2)C(F)(F)F)C(=O)OC(C)(C)C tert-butyl 6-amino-3-(4-(trifluoromethyl) phenyl)-6,7-dihydropyrazolo[1,5-a]pyrimidine-4(5H)-carboxylate